20-methoxy-4,8,13,17-tetramethyl-20-oxoicosa-2,4,6,8,10,12,14,16,18-nonaenoic acid COC(C=CC(=CC=CC(=CC=CC=C(C=CC=C(C=CC(=O)O)C)C)C)C)=O